2-(2-chloroethoxy)-3-fluoro-5-(2-(4-ethynylphenyl)propan-2-yl)benzonitrile ClCCOC1=C(C#N)C=C(C=C1F)C(C)(C)C1=CC=C(C=C1)C#C